C1=CC=CC=2C3=CC=CC=C3C(C12)=C1C(C=CC(=C1)NC(=O)C=1C=C2C(OC(C2=CC1)=O)=O)NC(=O)C=1C=C2C(OC(C2=CC1)=O)=O N,N'-(9H-fluoren-9-ylidene-4,1-phenylene)bis[1,3-dihydro-1,3-dioxo-5-isobenzofurancarboxamide]